(2S,3S,5R)-3-((tert-butyldimethylsilyl)oxy)-5-(5-fluoro-2,4-dioxo-3,4-dihydropyrimidin-1(2H)-yl)tetrahydrofuran-2-carboxylic acid [Si](C)(C)(C(C)(C)C)O[C@@H]1[C@H](O[C@H](C1)N1C(NC(C(=C1)F)=O)=O)C(=O)O